7-(dimethylamino)-6-({4-[imino(methyl)oxo-λ6-sulfanyl]phenyl}methyl)-[1,2,4]triazolo[1,5-a]pyrimidine-5-carbonitrile CN(C1=C(C(=NC=2N1N=CN2)C#N)CC2=CC=C(C=C2)S(=O)(C)=N)C